1-bromo-3,3-dimethyl-2-pentanone BrCC(C(CC)(C)C)=O